ClC1=C2C(=NC=C1OC=1C=NN3C1C(=NC=C3)O[C@@H]3[C@H](CC3)O)N=C(N2C)NC=2C(N(C=C(C2)C2CC2)C)=O 3-((7-chloro-6-((4-((1S,2S)-2-hydroxycyclobutoxy)pyrazolo[1,5-a]pyrazin-3-yl)oxy)-1-methyl-1H-imidazo[4,5-b]pyridin-2-yl)amino)-5-cyclopropyl-1-methylpyridin-2(1H)-one